ClC=1C=CC2=C(CC3CCC2N3C(=O)NC3=CC(=C(C=C3)C(F)(F)F)Cl)C1 2-chloro-N-(3-chloro-4-(trifluoromethyl)phenyl)-6,7,8,9-tetrahydro-5H-5,8-epiminobenzo-[7]annulene-10-carboxamide